C(C)(=O)OC1=CC(=CC=C1)CC (3-ethylphenyl) acetate